N1N=NC=C1C1[C@H]2CN(C[C@@H]12)C1=NN=C(O1)C=1C=NC(=NC1)NCC1=CC=C(C=C1)C(F)F 5-(5-((1R,5S,6r)-6-(1H-1,2,3-triazol-5-yl)-3-azabicyclo[3.1.0]hexan-3-yl)-1,3,4-oxadiazol-2-yl)-N-(4-(difluoromethyl)benzyl)pyrimidin-2-amine